(3S,4R)-4-((7-(5-(1,1-difluoropropan-2-yl)pyridin-2-yl)pyrrolo[2,1-f][1,2,4]triazin-2-yl)amino)tetrahydro-2H-pyran-3-ol FC(C(C)C=1C=CC(=NC1)C1=CC=C2C=NC(=NN21)N[C@H]2[C@@H](COCC2)O)F